(R)-3-(5-(4-((1-(4-((1S,2S)-2-Cyclohexyl-6-hydroxy-1,2,3,4-tetrahydronaphthalen-1-yl)phenyl)piperidin-4-yl)methyl)piperazin-1-yl)-1-oxoisoindolin-2-yl)piperidine-2,6-dione C1(CCCCC1)[C@H]1[C@H](C2=CC=C(C=C2CC1)O)C1=CC=C(C=C1)N1CCC(CC1)CN1CCN(CC1)C=1C=C2CN(C(C2=CC1)=O)[C@H]1C(NC(CC1)=O)=O